tert-butyl ((3-hydroxycyclohexyl)methyl)carbamate OC1CC(CCC1)CNC(OC(C)(C)C)=O